tert-butyl N-[[1-[6-(1-methylpyrazol-4-yl)pyrrolo[2,1-f][1,2,4]triazin-4-yl]-3-piperidyl]methyl]carbamate CN1N=CC(=C1)C=1C=C2C(=NC=NN2C1)N1CC(CCC1)CNC(OC(C)(C)C)=O